C(C=C)(=O)OCCCCCCCCCCCC[Si](C)(C)Br acryloyloxydodecyl-bromodimethylsilane